N[C@@H](C(C)C)C(=O)N1[C@@H](C[C@H](C1)O)C(=O)N[C@@H](C)C1=CC=C(C=C1)C1=C(N=CS1)C (2S,4R)-1-(L-valyl)-4-hydroxy-N-((S)-1-(4-(4-methylthiazol-5-yl)phenyl)ethyl)pyrrolidine-2-carboxamide